1,1,1,3,3,3-Hexafluoro-2-(4-(pyridin-4-ylmethyl)-1-trityl-1H-imidazol-2-yl)propan-2-ol FC(C(C(F)(F)F)(O)C=1N(C=C(N1)CC1=CC=NC=C1)C(C1=CC=CC=C1)(C1=CC=CC=C1)C1=CC=CC=C1)(F)F